C(CCCCCCCCCCCCCC)(=O)OCCCCCCCCCCCCCCCC hexadecan-1-yl pentadecylate